C(CCC)N1CCC(CC1)N(C(=O)C1=NNC2=CC=C(C=C12)F)CC=1C=NC=CC1 N-(1-butylpiperidin-4-yl)-5-fluoro-N-(pyridin-3-ylmethyl)-1H-indazole-3-carboxamide